iso-Propyl bromide C(C)(C)Br